5-((5-chloro-2-(3-methyl-1H-pyrazol-1-yl)pyrimidin-4-yl)amino)-3-(3-hydroxy-3-methylbutyl)-1-methyl-1,3-dihydro-2H-benzo[d]imidazol-2-one ClC=1C(=NC(=NC1)N1N=C(C=C1)C)NC1=CC2=C(N(C(N2CCC(C)(C)O)=O)C)C=C1